4-{[(2S,6R)-6-(5-methyl-2,4-dioxo-3,4-dihydropyrimidine-1(2H)-yl)morpholin-2-yl]methoxy}-4-oxobutane CC=1C(NC(N(C1)[C@@H]1O[C@@H](CNC1)COC(CCC)=O)=O)=O